5',5'-dimethyl-4',5'-dihydro-2'H,6H-spiro[benzo[4,5]imidazo[2,1-a]isoquinoline-5,3'-furan]-2'-one CC1(CC2(C(O1)=O)CN1C(C=3C=CC=CC32)=NC3=C1C=CC=C3)C